N[C@@H](C)C(=O)N[C@H](CCC(=O)N[C@@H](CCCCN)C(=O)N[C@H](C)C(=O)N[C@H](C)C(=O)O)C(=O)O L-alanyl-gamma-D-glutamyl-L-lysyl-D-alanyl-D-alanine